(R)-((1s,4S)-4-(6-fluoroquinolin-4-yl)cyclohexyl)(methoxy)methyl-1H-benzo[d]imidazole-5-carboxamide FC=1C=C2C(=CC=NC2=CC1)C1CCC(CC1)C1=NC2=C(N1COC)C=CC(=C2)C(=O)N